N-(2-(2-tert-butyl-5-methylphenoxy)phenyl)-1-methyl-3-difluoromethyl-5-fluoro-1H-pyrazole-4-carboxamide C(C)(C)(C)C1=C(OC2=C(C=CC=C2)NC(=O)C=2C(=NN(C2F)C)C(F)F)C=C(C=C1)C